6,7-dimethoxy-9-(2-((2-methylbutyl)amino)pyrimidin-5-yl)naphtho[2,3-c]furan-1(3H)-one COC1=CC2=CC3=C(C(OC3)=O)C(=C2C=C1OC)C=1C=NC(=NC1)NCC(CC)C